OC1CC2(CN(C2)C(=O)N2C[C@@H]3[C@@H](OCC(N3)=O)CC2)C1 (4aR,8aS)-6-(6-hydroxy-2-azaspiro[3.3]heptane-2-carbonyl)hexahydro-2H-pyrido[4,3-b][1,4]oxazin-3(4H)-one